5-bromo-1-{[2-(trimethylsilyl) ethoxy]Methyl}-1H-pyrazole-3-carboxylate BrC1=CC(=NN1COCC[Si](C)(C)C)C(=O)[O-]